CC(C(=O)OC)OC1=CC=C(C=C1)OC2=C(C=C(C=C2)Cl)Cl The molecule is a methyl ester resulting from the formal condensation of the carboxylic acid group of 2-[4-(2,4-dichlorophenoxy)phenoxy]propanoic acid with methanol. It is an aromatic ether, a dichlorobenzene, a diether and a methyl ester.